methyl 4-hydroxy-1-(2-fluoro-6-methoxyphenyl)-6-oxo-1,6-dihydropyridazine-3-carboxylate OC=1C(=NN(C(C1)=O)C1=C(C=CC=C1OC)F)C(=O)OC